NCCCN1C(C(N(CC1)CCCN)=O)=O 1,4-bis(3-aminopropyl)piperazine-2,3-dione